ClC1=CC(=NC=C1[N+](=O)[O-])OC1CCC1 4-chloro-2-cyclobutoxy-5-nitropyridine